C(C1=CC=CC=C1)OC1=C2C(=C(N(C2=CC=C1)C1=CC=C(C=C1)F)C1(CN(CC1)C(=O)OC(C)(C)C)O)C1=CC=C(C=C1)C(=O)OC tert-butyl 3-[4-benzyloxy-1-(4-fluorophenyl)-3-(4-methoxy carbonylphenyl)indol-2-yl]-3-hydroxy-pyrrolidine-1-carboxylate